O[C@@H]1C[C@H](N(C1)C(=O)OC(C)(C)C)C(N[C@@H](CO)C1=CC=C(C=C1)C1=C(N=CS1)C)=O tert-butyl (2S,4R)-4-hydroxy-2-[[(1R)-2-hydroxy-1-[4-(4-methylthiazol-5-yl)phenyl]ethyl]carbamoyl]pyrrolidine-1-carboxylate